NC1=C(C=C(C=O)C=C1)I 4-AMINO-3-IODOBENZALDEHYDE